OC1(CC(C1)NC(CN1N=C(C(=CC1=O)C1=CC=CC=C1)OC)=O)C N-(cis-3-hydroxy-3-methylcyclobutyl)-2-(3-methoxy-6-oxo-4-phenylpyridazin-1(6H)-yl)acetamide